CC1=NC(=C(C(=O)NCC)C=C1)Cl methyl-N-ethyl-2-chloronicotinamide